CC(C(=O)N1N=CC[C@H]1C1=NC=CC=C1)(C)C (S)-2,2-Dimethyl-1-(5-(pyridin-2-yl)-4,5-dihydro-1H-pyrazol-1-yl)propan-1-on